2-((1R,2S)-1-(2-chloro-5-fluorophenyl)-1-(1,5-dimethyl-1H-pyrazol-3-yl)propan-2-yl)-5-hydroxy-N-(isoxazol-4-yl)-1-methyl-6-oxo-1,6-dihydropyrimidine-4-carboxamide ClC1=C(C=C(C=C1)F)[C@@H]([C@H](C)C=1N(C(C(=C(N1)C(=O)NC=1C=NOC1)O)=O)C)C1=NN(C(=C1)C)C